CC1=C(C=CC=C1)OC1=C(C=CC=C1)C di(2-methylphenyl) ether